Methyl (S)-4-(4-(3-amino-6-(2-hydroxyphenyl)pyridazin-4-yl)morpholin-2-yl)-3-methylbenzoate NC=1N=NC(=CC1N1C[C@@H](OCC1)C1=C(C=C(C(=O)OC)C=C1)C)C1=C(C=CC=C1)O